CS(=O)(=O)O[C@@H](COCCO[C@@H](C)C=1C=NC=C(C1)C1=NN(C2=CC=C(C=C12)O[Si](C)(C)C(C)(C)C)C1OCCCC1)C [(1R)-2-[2-[(1S)-1-[5-[5-[tert-butyl(dimethyl)silyl]oxy-1-tetrahydropyran-2-yl-indazol-3-yl]-3-pyridyl]ethoxy]ethoxy]-1-methyl-ethyl] methanesulfonate